ClC1=CC=C(C(=N1)C(=O)OC)C(=O)OC dimethyl 6-chloropyridine-2,3-dicarboxylate